C(C1=CC=CC=C1)OC=1C=C2C=CN(C2=CC1)S(=O)(=O)C1=CC=C(C(=O)NO)C=C1 4-((5-(Benzyloxy)-1H-indol-1-yl)sulfonyl)-N-hydroxybenzamide